CC[SiH2]CCCCCCCCCCCC 3-silapentadecane